C(C1=CC=CC=C1)OC1OCOC1 4-benzyloxy-1,3-dioxolane